C(C)(C)OC=1C=C2C(=NNC2=CC1C)C1=CC(=CN(N1)C)N1CCOCC1 6-(5-isopropoxy-6-methyl-1H-indazol-3-yl)-2-methyl-4-morpholino-pyridazin